5-(4-chloro-2-fluorophenyl)-7-((2R)-2-(2,6-dimethyl-4-pyridinyl)-4-morpholinyl)-2,3-dimethylpyrido[4,3-d]pyrimidin-4(3H)-one ClC1=CC(=C(C=C1)C1=NC(=CC=2N=C(N(C(C21)=O)C)C)N2C[C@H](OCC2)C2=CC(=NC(=C2)C)C)F